CN(C)CC1N(CCC1)C1=C(C=NC=2NC3=C(C=C(C(=C3C21)F)F)NC)C=2C=C1C(C(=CN(C1=NC2)C)C(=O)O)=O 6-[4-[2-[(dimethylamino)methyl]pyrrolidin-1-yl]-5,6-difluoro-8-(methylamino)-9H-pyrido[2,3-b]indol-3-yl]-1-methyl-4-oxo-1,8-naphthyridine-3-carboxylic acid